C(C)C(=C(C(=O)[O-])C)CC diethylmethacrylate